N1=C(C=NC=C1)C(=O)N.O=CC1=C(O)C(OC)=CC=C1 o-vanillin-pyrazineamide salt